ClC=1C=C(CNCCC=2N=NN(C2)CCNC2=NC3=C(C4=CN=CC=C24)C=CC(=C3)C(=O)N)C=CC1 5-((2-(4-(2-((3-chlorobenzyl)amino)ethyl)-1H-1,2,3-triazol-1-yl)ethyl)amino)benzo[c][2,6]naphthyridine-8-carboxamide